CC1=C(OC2=C(C1=O)C=C(C=C2[C@@H](C)NC=2C(=NC=CC2)C2=NNC(N2)=O)C)C2=CC=CC=C2 3-[3-[[(1R)-1-(3,6-dimethyl-4-oxo-2-phenyl-benzopyran-8-yl)ethyl]amino]-2-pyridinyl]-1,4-dihydro-1,2,4-triazol-5-one